FC(C1=CC=C(CC2CC(NC2)C(=O)O)C=C1)(F)F 4-(4-(trifluoromethyl)benzyl)pyrrolidine-2-carboxylic acid